6-bromo-2-(6-ethoxypyridin-2-yl)-1-(pentan-3-yl)-1H-imidazo[4,5-b]pyrazine BrC1=CN=C2C(=N1)N(C(=N2)C2=NC(=CC=C2)OCC)C(CC)CC